C1=C(C=CC=2SC3=C(C21)C=CC=C3)C3(CC2=C(C1=C(S2)C=CC(=C1)N(C1=CC=CC=C1)C1=CC=CC=C1)C=C3)NC3=CC=CC=C3 7-(dibenzo[b,d]thiophen-2-yl)-N2,N2,N7-triphenyldibenzo[b,d]thiophen-2,7-diamine